2-(2-hydroxypropan-2-yl)-5-(8-(trans-4-methoxycyclohexyl)-7-oxo-5,6,7,8-tetrahydropyrazino[2,3-b]pyrazin-2-yl)pyridine 1-oxide OC(C)(C)C1=[N+](C=C(C=C1)C=1C=NC2=C(N(C(CN2)=O)[C@@H]2CC[C@H](CC2)OC)N1)[O-]